4-Hydroxy-N-methyl-N-propyltryptamine CCCN(C)CCC1=CNC2=C1C(=CC=C2)O